FC=1C=C(C=CC1C(F)(F)F)[C@H]([C@H]1NCCC1)NC(=O)C1=CC=C2C=NC(=NC2=C1)NC(C)C 2-isopropylamino-quinazoline-7-carboxylic acid [(S)-(3-fluoro-4-trifluoromethyl-phenyl)-(R)-pyrrolidin-2-yl-methyl]-amide